C1(=CC=CC=C1)S(=O)CCN(C=O)[C@H](C)C1=CC=C(C=C1)OC N-[2-(benzenesulfinyl)ethyl]-N-[(1R)-1-(4-methoxyphenyl)ethyl]formamide